rac-1-((1S,2S)-2-(4,4,5,5-tetramethyl-1,3,2-dioxaborolan-2-yl)cyclopropyl)-1H-indazole CC1(OB(OC1(C)C)[C@@H]1[C@H](C1)N1N=CC2=CC=CC=C12)C |r|